C(C)(=O)O.C(C)(=O)O.C(CN)N ethylenediamine diacetate salt